1-(5-(trifluoromethyl)pyridin-3-yl)piperazine FC(C=1C=C(C=NC1)N1CCNCC1)(F)F